ClC1=C(C#N)C=C(C=C1)N1C(N=C2C(C1=O)=CC=CN2CC=2C=NC(=CC2)Cl)=O 2-chloro-5-(8-((6-chloropyridin-3-yl)methyl)-2,4-dioxo-4,8-dihydropyrido[2,3-d]pyrimidin-3(2H)-yl)benzonitrile